O=S1(C[C@@H](C=C1)NC(=O)C1=[N+](C=C(C=C1)C1=CC(=C(C=C1)C(F)(F)F)C)[O-])=O (R)-2-((1,1-dioxido-2,3-dihydrothiophen-3-yl)carbamoyl)-5-(3-methyl-4-(trifluoromethyl)phenyl)pyridine 1-oxide